6-(chloromethyl)-3-methyl-3H-imidazo[4,5-b]pyridine ClCC=1C=C2C(=NC1)N(C=N2)C